N-(4-methyl-3-(trifluoromethyl)-phenyl)-piperidine-3-carboxamide CC1=C(C=C(C=C1)NC(=O)C1CNCCC1)C(F)(F)F